(1R,2S,5S)-N-[(1S)-1-cyano-2-[(6R)-5-oxo-4-azaspiro[2.4]heptan-6-yl]ethyl]-3-[2-cyclobutyl-2-[(2,2,2-trifluoroacetyl)amino]acetyl]-6,6-dimethyl-3-azabicyclo[3.1.0]hexane-2-carboxamide C(#N)[C@H](C[C@H]1C(NC2(CC2)C1)=O)NC(=O)[C@@H]1[C@H]2C([C@H]2CN1C(C(NC(C(F)(F)F)=O)C1CCC1)=O)(C)C